methyl 1-methyl-5-(1-methyl-5-{[(4R)-4-methyl-5-{[5-(morpholin-4-yl)-2-nitrophenyl] amino} pentyl] oxy} pyrazol-4-yl)-6-oxopyridine-3-carboxylate CN1C=C(C=C(C1=O)C=1C=NN(C1OCCC[C@H](CNC1=C(C=CC(=C1)N1CCOCC1)[N+](=O)[O-])C)C)C(=O)OC